4-(((tert-butyldimethylsilyl)oxy)methyl)-6-(3,5-dichlorophenyl)pyridin-2-ol 2-(((benzyloxy)carbonyl)amino)-3-(7-cyclopropylthieno[3,2-b]pyridine-2-carboxamido)propanoate C(C1=CC=CC=C1)OC(=O)NC(C(=O)OC1=NC(=CC(=C1)CO[Si](C)(C)C(C)(C)C)C1=CC(=CC(=C1)Cl)Cl)CNC(=O)C1=CC2=NC=CC(=C2S1)C1CC1